(S)-2-(4-(1-(tert-butoxycarbonyl) piperidin-3-yl) phenyl)-2H-indazole-7-carboxylate C(C)(C)(C)OC(=O)N1C[C@@H](CCC1)C1=CC=C(C=C1)N1N=C2C(=CC=CC2=C1)C(=O)[O-]